3-[[2-[4-[4-ethoxy-6-[(4-methoxyphenyl)methoxy]-3-pyridyl]-2-fluoro-phenyl]acetyl]amino]-N-[2-[(3R)-3-methoxypyrrolidin-1-yl]ethyl]-5-(trifluoromethyl)benzamide C(C)OC1=C(C=NC(=C1)OCC1=CC=C(C=C1)OC)C1=CC(=C(C=C1)CC(=O)NC=1C=C(C(=O)NCCN2C[C@@H](CC2)OC)C=C(C1)C(F)(F)F)F